2-(3-bromo-5-fluorophenyl)-2,2-difluoroacetic acid ethyl ester C(C)OC(C(F)(F)C1=CC(=CC(=C1)F)Br)=O